aminyl peroxybenzoate C(C1=CC=CC=C1)(=O)OON